4-methoxy-N,N-dimethylaniline COC1=CC=C(N(C)C)C=C1